BrC=1C(=NC=CC1)COC1=C(C=C(C=C1)Cl)F bromo-2-((4-chloro-2-fluorophenoxy)methyl)pyridine